5-(3-(5-fluoro-1-methyl-1H-pyrrolo[2,3-b]pyridin-3-yl)pyrrolidin-1-yl)-2-(4-methoxypiperidin-1-yl)benzo[d]oxazole FC=1C=C2C(=NC1)N(C=C2C2CN(CC2)C=2C=CC1=C(N=C(O1)N1CCC(CC1)OC)C2)C